N,N'-DISTEARYL-ISOPHTHALAMIDE C(CCCCCCCCCCCCCCCCC)NC(C1=CC(C(=O)NCCCCCCCCCCCCCCCCCC)=CC=C1)=O